FC1=C(C=C(C(=C1)N1C[C@H](N([C@H](C1)C)C)C)NC(=O)C1=CNC(C=C1C(F)(F)F)=O)C=1CCN(CC1)C(=O)O 4-[2-fluoro-5-[[6-oxo-4-(trifluoromethyl)-1H-pyridine-3-carbonyl]amino]-4-[(3R,5S)-3,4,5-trimethylpiperazin-1-yl]phenyl]-3,6-dihydro-2H-pyridine-1-carboxylic acid